C(C)OCC1(CN(CC1)CC1=CC=C(C=C1)NC(C)=O)CCC1=CC=CC=C1 N-(4-((3-(ethoxymethyl)-3-phenethylpyrrolidin-1-yl)methyl)phenyl)acetamide